sodium potassium (2R,3R)-2,3-dihydroxysuccinate O[C@@H](C(=O)[O-])[C@H](C(=O)[O-])O.[K+].[Na+]